C(C)(C)(C)OC(=O)N1CCC(=CC1)B1OC(C(O1)(C)C)(C)C tert-butyl-4-(4,4,5,5-tetramethyl-1,3,2-dioxaborolan-2-yl)-3,6-dihydropyridine-1(2H)-carboxylate